ICl monoiodo chloride